FC=1C=C2C(=CNC(C2=CC1F)=O)[C@@H](C)N(C(=O)C=1NC2=CC=C(C(=C2C1)F)F)C (R)-N-(1-(6,7-difluoro-1-oxo-1,2-dihydroisoquinolin-4-yl)ethyl)-4,5-difluoro-N-methyl-1H-indole-2-carboxamide